C(C)N(C(C1=C(C=CC(=C1)F)C1=CC(=C2N1C=NC=C2)C=2CCNCC2)=O)C(C)C N-ethyl-5-fluoro-N-(isopropyl)-2-[5-(1,2,3,6-tetrahydropyridin-4-yl)pyrrolo[1,2-c]pyrimidin-7-yl]benzamide